C1(CCCCC1)NC(=O)N1CCCCN2[C@@H]([C@@H]([C@@H]2C1)C1=CC=C(C=C1)C#CC1=CC=CC=C1)CO (8R,9R,10S)-N-cyclohexyl-10-(hydroxymethyl)-9-[4-(2-phenylethynyl)phenyl]-1,6-diazabicyclo[6.2.0]decane-6-carboxamide